tert-butyl (3,4-dichloropyridin-2-yl)carbamate ClC=1C(=NC=CC1Cl)NC(OC(C)(C)C)=O